[Si](C)(C)(C(C)(C)C)OC=1C=CC(=NC1)N 5-[(tert-butyldimethylsilyl)oxy]Pyridine-2-amine